CP(C1=CC(=C(C=C1)NCC#C)S(=O)(=O)C)(C)=O dimethyl(3-(methylsulfonyl)-4-(prop-2-yn-1-ylamino)phenyl)phosphine oxide